CC=1C=C(COC(C=C)=O)C=C(C1)C 3,5-dimethylbenzylacrylate